5-[1-[[3-chloro-5-(trifluoromethyl)benzoyl]amino]ethyl]-1-pyrimidin-2-yl-1,2,4-triazole-3-carboxylic acid ClC=1C=C(C(=O)NC(C)C2=NC(=NN2C2=NC=CC=N2)C(=O)O)C=C(C1)C(F)(F)F